7-amino-3-(4-sulfobutoxy)naphthalene-1-sulfonic acid NC1=CC=C2C=C(C=C(C2=C1)S(=O)(=O)O)OCCCCS(=O)(=O)O